ClC=1C=CC(=C(C1)C=1C=C(C=2OCCNC2N1)NC1=C(C=NC=C1)C(=O)NC1CCN(CC1)C)F 4-{[6-(5-chloro-2-fluorophenyl)-2H,3H,4H-pyrido[3,2-b][1,4]-oxazin-8-yl]amino}-N-(1-meth-ylpiperidin-4-yl)pyridine-3-carboxamide